FC1=CC=C(C=C1)[NH-] (4-fluoro-phenyl)-amide